C(C1=CC=CC=C1)N1CCC(=CC1)C1=CN(C2=CC=CC=C12)C(CCC=C)=O 1-(3-(1-benzyl-1,2,3,6-tetrahydropyridin-4-yl)-1H-indol-1-yl)pent-4-en-1-one